2-((4-(2-(2-Aminopyridin-3-yl)-5-phenyl-3H-imidazo[4,5-b]pyridin-3-yl)benzyl)amino)isonicotinonitrile NC1=NC=CC=C1C1=NC=2C(=NC(=CC2)C2=CC=CC=C2)N1C1=CC=C(CNC=2C=C(C#N)C=CN2)C=C1